ONC(C(CC1=CC=CC=C1)NS(=O)(=O)C1=CC2=CC=CC=C2C=C1)=O N-hydroxy-2-(naphthalene-2-sulfonamido)-3-phenylpropanamide